FC1=CC(=C2C=NN(C2=C1)CC#N)NC1=NC=C(C(=N1)NC)C(F)(F)F 2-(6-fluoro-4-((4-(methylamino)-5-(trifluoromethyl)pyrimidin-2-yl)amino)-1H-indazol-1-yl)acetonitrile